2-amino-N-(1-(6-(benzylsulfanyl)-3,5-dicyano-4-ethylpyridin-2-yl)piperidin-4-yl)-2-methylPropionamide, formate salt C(=O)O.NC(C(=O)NC1CCN(CC1)C1=NC(=C(C(=C1C#N)CC)C#N)SCC1=CC=CC=C1)(C)C